NC1=C2C(=C3C(=N1)C=C(N3COCC[Si](C)(C)C)C(=O)N([C@@H]3COCC1=CC(=CC=C31)C=3C=NC=CC3)C)COC2 (S)-5-amino-N-methyl-N-(7-(pyridin-3-yl)isochroman-4-yl)-1-((2-(trimethylsilyl)ethoxy)methyl)-6,8-dihydro-1H-furo[3,4-d]pyrrolo[3,2-b]pyridine-2-carboxamide